(4-(benzyloxy)phenyl)(2-ethyl-1-(2-methoxyethyl)-1H-pyrrolo[2,3-c]pyridin-3-yl)methanone C(C1=CC=CC=C1)OC1=CC=C(C=C1)C(=O)C1=C(N(C2=CN=CC=C21)CCOC)CC